8-bromo-quinoxaline BrC=1C=CC=C2N=CC=NC12